methylpiperidone CN1C(CCCC1)=O